N'-(2-(1H-imidazol-2-yl)phenyl)-N2-(2,6-diisopropylphenyl)ethane-1,2-diamine N1C(=NC=C1)C1=C(C=CC=C1)N(CCN)C1=C(C=CC=C1C(C)C)C(C)C